NCCOCCOCCOCCOCCN(C(OC(C)(C)C)=O)C tert-butyl (14-amino-3,6,9,12-tetraoxatetradecyl)(methyl)carbamate